tert-butyl 2-(3-(methylamino)-4-nitrophenoxy)acetate CNC=1C=C(OCC(=O)OC(C)(C)C)C=CC1[N+](=O)[O-]